zinc-calcium-strontium orthophosphate P(=O)([O-])([O-])[O-].[Sr+2].[Ca+2].[Zn+2].P(=O)([O-])([O-])[O-]